1-phenylethenylboronic acid C1(=CC=CC=C1)C(=C)B(O)O